2,2'-methylene-bis[4-(1,1,3,3-tetramethyl-butyl)-6-benzotriazole-2-ylphenol] C(C1=C(C(=CC(=C1)C(CC(C)(C)C)(C)C)N1N=C2C(=N1)C=CC=C2)O)C2=C(C(=CC(=C2)C(CC(C)(C)C)(C)C)N2N=C1C(=N2)C=CC=C1)O